tert-butyl isopropyl peroxide C(C)(C)OOC(C)(C)C